ClC=1C=C(C=CC1)C(C(=O)NC1(CC1)CN1CC(C1)C)(C)C 2-(3-chlorophenyl)-2-methyl-N-(1-((3-methylazetidin-1-yl)methyl)cyclopropyl)propanamide